C(C)NC(=O)NC=1N(C(=CN1)CN1CCN(CC1)C=1C(=NC(=CC1)N1N=CC=C1)C)C 1-ethyl-3-(1-methyl-5-((4-(2-methyl-6-(1H-pyrazol-1-yl)pyridin-3-yl)piperazin-1-yl)methyl)-1H-imidazol-2-yl)urea